COCCNC1=NC=C(C=N1)C1=CC2=CC=C(C=C2C=C1)OC N-(2-methoxyethyl)-5-(6-methoxynaphthalen-2-yl)pyrimidin-2-amine